6-{4-amino-2-[(dimethylamino)methyl]phenyl}-5-{3-fluoro-4-[(4-methylpyrimidin-2-yl)oxy]phenyl}-7-methyl-5H-pyrrolo[3,2-d]pyrimidin-4-amine NC1=CC(=C(C=C1)C1=C(C=2N=CN=C(C2N1C1=CC(=C(C=C1)OC1=NC=CC(=N1)C)F)N)C)CN(C)C